CC1=C(C=CC(=C1)C)SC1=C(C=CC=C1)N1CCNCC1 1-[2-(2,4-dimethyl-phenylthio)-phenyl]Piperazine